(2-((S)-2,2-dimethylcyclopropane-1-carbonyl)-8-(hydroxymethyl)-2,6-diazaspiro[3.4]octan-6-yl)(1-(4-fluorobenzyl)-1H-pyrazol-4-yl)methanone CC1([C@H](C1)C(=O)N1CC2(C1)CN(CC2CO)C(=O)C=2C=NN(C2)CC2=CC=C(C=C2)F)C